C=1(C(=CC=C2C3=CC=CC=C3CC12)C=CC(=O)O)C=CC(=O)O.C(C)O ethanol fluorenediacrylate